3-methyl-7-(4-(1-methyl-1H-indazol-5-yl)cyclohexyl)pyrido[2,3-b]pyrazin-6(5H)-one CC1=CN=C2C(=N1)NC(C(=C2)C2CCC(CC2)C=2C=C1C=NN(C1=CC2)C)=O